pyrrolo[3,2-e]pyrimidine-3-carboxylic acid ethyl ester C(C)OC(=O)N1C=NC=2C(=C1)C=CN2